N-((2-Chlorothiazol-5-yl)methyl)-N-(2-hydroxyethyl)-4-methyl-6-chloro-3-nitropyridin-2-amine ClC=1SC(=CN1)CN(C1=NC(=CC(=C1[N+](=O)[O-])C)Cl)CCO